FC1=CC=C(C=C1)N1N=CC2=CC(=CC=C12)N1C[C@H](N(CC1)S(=O)(=O)C=1C=NN(C1)CC(C)C)C (R)-1-(4-fluorophenyl)-5-(4-((1-isobutyl-1H-pyrazol-4-yl)sulfonyl)-3-methylpiperazin-1-yl)-1H-indazole